S1C2=C(C=C1)C=CC(=C2)C(C)(C(C)NC)O 2-(benzo[b]thiophen-6-yl)-3-(methylamino)butan-2-ol